C(C)(C)(C)OC(=O)N(C1(CC(C1)O[Si](C1=CC=CC=C1)(C1=CC=CC=C1)C(C)(C)C)C(=O)OC)C methyl 1-((tert-butoxycarbonyl)(methyl)amino)-3-((tert-butyldiphenylsilyl)oxy)cyclobutane-1-carboxylate